C1(=C(C=CC=C1)C1=C(C(=C(C2=C1N=C(N2)S(=O)(=O)O)S(=O)(=O)O)S(=O)(=O)O)S(=O)(=O)O)C2=C(C(=C(C1=C2N=C(N1)S(=O)(=O)[O-])S(=O)(=O)[O-])S(=O)(=O)O)S(=O)(=O)O.[Na+].[Na+] disodium phenylene-bisbenzimidazole-tetrasulfonate